NC1=CC=C(C=N1)N1C(CCC(C1)OC)CO (1-(6-aminopyridin-3-yl)-5-methoxypiperidin-2-yl)methanol